2-hexyldecyl 5-(8-bromo-N-hexyloctanamido)pentanoate BrCCCCCCCC(=O)N(CCCCCC)CCCCC(=O)OCC(CCCCCCCC)CCCCCC